NCC=1C=CC(=C(C(=O)N[C@H](C)C2=CC(=NC3=CC=CC=C23)C2=CC(=CN2)C(=O)N)C1)C (R)-5-(4-(1-(5-(aminomethyl)-2-methylbenzamido)ethyl)quinolin-2-yl)-1H-pyrrole-3-carboxamide